C(C(C)C)N1N=NC2=C1C=CC(=C2)C=2OC1=C(N2)C=CC=C1C 2-(1-isobutyl-1H-benzo[d][1,2,3]triazol-5-yl)-7-methylbenzo[d]oxazole